C([C@@H]1[C@@H]([C@@H]([C@H]([C@H](O1)OC[C@H](COP(=O)(O)O)O)O)O)O)O The molecule is a galactosylglycerol phosphate compond having an alpha-D-galactosyl residue attached to the 1-position of an sn-glycerol 3-phosphate It is a conjugate acid of a 1-alpha-D-galactosyl-sn-glycerol 3-phosphate(2-).